2-[1-[2-(5-Chloroisoindolin-2-yl)-6-methyl-4-oxo-chromen-8-yl]ethylamino]benzoic acid ClC=1C=C2CN(CC2=CC1)C=1OC2=C(C=C(C=C2C(C1)=O)C)C(C)NC1=C(C(=O)O)C=CC=C1